3-(6-chloro-3-ethylsulfonyl-2-pyridyl)-8-(2,2,3,3,3-pentafluoropropoxy)imidazo[1,5-a]pyrazine ClC1=CC=C(C(=N1)C1=NC=C2N1C=CN=C2OCC(C(F)(F)F)(F)F)S(=O)(=O)CC